7-[3-(1-benzyl-1H-pyrazol-4-yl)-6-methylpyridin-2-yl]quinoline C(C1=CC=CC=C1)N1N=CC(=C1)C=1C(=NC(=CC1)C)C1=CC=C2C=CC=NC2=C1